C(C)(C)(C)OC(=O)N1CC2(CCCC2)C(CC1)CN1C=NC(=CC1=O)C1=CC=CC=C1 10-((6-oxo-4-phenylpyrimidin-1(6H)-yl)methyl)-7-azaspiro[4.5]Decane-7-carboxylic acid tert-butyl ester